(3R,5S)-4-(3-(4-((7S,8aR)-7-Hydroxyhexahydropyrrolo[1,2-a]pyrazin-2(1H)-yl)phenyl)-1H-pyrazolo[4,3-d]pyrimidin-5-yl)-3,5-dimethylpiperazin O[C@H]1C[C@H]2N(CCN(C2)C2=CC=C(C=C2)C2=NNC3=C2N=C(N=C3)N3[C@@H](CNC[C@@H]3C)C)C1